CSC(CCO)C 3-methylthio-1-butanol